N1=C(C(=CC=C1)C=1C(=NC=CC1)C)C(=O)[O-] (S)-bipicolinate